sodium-nickel salt [Ni].[Na]